CC1=CC(C(=NN1C1=CC=CC=C1)C(=O)N[C@@H]1C(NC2=C(OC1)C=CC=N2)=O)=O (S)-6-methyl-4-oxo-N-(4-oxo-2,3,4,5-tetrahydropyrido[3,2-b][1,4]oxazepin-3-yl)-1-phenyl-1,4-dihydropyridazine-3-carboxamide